1,10-phenanthrolin N1=CC=CC2=CC=C3C=CC=NC3=C12